FC(C1=CC=C(COC2=CC=C(CC=3N=CNC3)C=C2)C=C1)(F)F 4-(4-((4-(Trifluoromethyl)benzyl)oxy)benzyl)-1H-imidazole